5-(6-methylpyrimidin-4-yl)-2-{3-[(3RS)-3-(propan-2-yl)piperazin-1-yl]-1,2,4-triazin-6-yl}phenol dihydrochloride Cl.Cl.CC1=CC(=NC=N1)C=1C=CC(=C(C1)O)C1=CN=C(N=N1)N1C[C@H](NCC1)C(C)C |r|